OCC1C(CCCC1)=CC(=O)O 2-hydroxymethyl-cyclohexylideneacetic acid